(2-amino-5-methoxy-4-((triisopropylsilyl)oxy)phenyl)(2-(hydroxymethyl)piperidin-1-yl)methanone NC1=C(C=C(C(=C1)O[Si](C(C)C)(C(C)C)C(C)C)OC)C(=O)N1C(CCCC1)CO